ClC1=C(C#N)C=CC(=C1)OC1CCC(CC1)C1=CN=C(N1)C1=CC=C(C=C1)N1CC(C1)CN1CCN(CC1)C=1C=C2C(N(C(C2=CC1)=O)[C@H]1C(NC(CC1)=O)=O)=O |r| rac-2-chloro-4-(((1r,4r)-4-(2-(4-(3-((4-(2-(2,6-dioxopiperidin-3-yl)-1,3-dioxoisoindolin-5-yl)piperazin-1-yl)methyl)azetidin-1-yl)phenyl)-1H-imidazol-5-yl)cyclohexyl)oxy)benzonitrile